CN1C(N(C2=C1C(=CC=C2)C2CNCCC2)C2C(NC(CC2)=O)=O)=O 3-[3-Methyl-2-oxo-4-(3-piperidyl)benzimidazol-1-yl]piperidine-2,6-dione